NC(C(=O)N[C@H]1C(N(C1)C1=CC=C(C=C1)F)=O)CCC1=CC=CC=C1 2-amino-N-((R)-1-(4-fluorophenyl)-2-oxoazetidin-3-yl)-4-phenylbutanamide